N-[3-[2-(difluoromethoxy)-5-[3-[rac-(2S)-morpholin-2-yl]phenoxy]phenyl]-1H-pyrazol-4-yl]pyrazolo[1,5-a]pyrimidine-3-carboxamide FC(OC1=C(C=C(C=C1)OC1=CC(=CC=C1)[C@H]1CNCCO1)C1=NNC=C1NC(=O)C=1C=NN2C1N=CC=C2)F |r|